FC(N1N=C(C(=C1)NC(=O)C=1N=C(SC1)C=1C=NNC1)C1=NC=CC=C1)F N-(1-(difluoromethyl)-3-(pyridin-2-yl)-1H-pyrazol-4-yl)-2-(1H-pyrazol-4-yl)thiazole-4-carboxamide